NC1=C2N=CN(C2=NC=N1)C[C@@H](C)OCP(OCCOCCCCCCCCCCCCCCCCCC(F)(F)F)(O)=O 2-((18,18,18-trifluorooctadecyl)oxy)ethyl hydrogen ((((R)-1-(6-amino-9H-purin-9-yl)propan-2-yl)oxy)methyl)phosphonate